5-benzylidene-1,3-dimethylpyrimidine-2,4,6-trione C(C1=CC=CC=C1)=C1C(N(C(N(C1=O)C)=O)C)=O